1-(pyridine-3-yl)-2-propen-1-ol N1=CC(=CC=C1)C(C=C)O